CC=1C=C(C=CC1)C1=C(C=CC=C1)O 3'-methyl-2-hydroxybiphenyl